[3-(2-Azaspiro[3.3]heptan-6-ylmethyl)phenyl]-imino-oxo-(trifluoromethyl)-lambda6-sulfane C1NCC12CC(C2)CC=2C=C(C=CC2)S(C(F)(F)F)(=O)=N